[N+](=O)([O-])C1=CC2=CN(N=C2C=C1)CC1=CC=NC=C1 5-Nitro-2-(pyridin-4-ylmethyl)-2H-indazole